N1(CCCCC1)CCO 2-piperidinoethanol